[Na].FC1=C(C=CC(=C1)F)CNC(=O)C=1C(C(=C2N(C[C@@H]3N(C2=O)[C@H](CO3)C)C1)O)=O (3S,11aR)-N-[(2,4-Difluorophenyl)methyl]-6-hydroxy-3-methyl-5,7-dioxo-2,3,5,7,11,11a-hexahydro[1,3]oxazolo[3,2-a]pyrido[1,2-d]pyrazine-8-carboxamide sodium salt